O=C1N(C(CN1C1=CC(=CC=C1)C(F)(F)F)=O)C=1C=CC(=C(C#N)C1)OC1=C2C(=NC=C1)NC=C2 5-{2,5-dioxo-3-[3-(trifluoromethyl)phenyl]-1-imidazolidinyl}-2-(1H-pyrrolo[2,3-b]pyridin-4-yloxy)benzonitrile